FC1(CCC2=C1N=C(N=C2N2C[C@@H]1C([C@@H]1C2)CC(=O)O)C2=CN=NN2C)F 2-((1R,5S,6s)-3-(7,7-difluoro-2-(1-methyl-1H-1,2,3-triazol-5-yl)-6,7-dihydro-5H-cyclopenta[d]pyrimidin-4-yl)-3-azabicyclo[3.1.0]hex-6-yl)acetic acid